mercapto-dodecanoic acid SC(C(=O)O)CCCCCCCCCC